C(C)S(=O)(=O)C=1C=C(C=NC1C1=NC=2N(C=C1)N=C(C2)C(F)(F)F)C(C#N)(C)C 2-(5-(ethylsulfonyl)-6-(2-(trifluoromethyl)pyrazolo[1,5-a]pyrimidin-5-yl)pyridin-3-yl)-2-methylpropanenitrile